Sodium Malate C(C(O)CC(=O)[O-])(=O)[O-].[Na+].[Na+]